N=1C=NN2C1C=CC(=C2)C=2C=CC(=C(C2)NC2=NC=NC1=CC(=C(C=C21)OC2CN(C2)C(C=C)=O)OC)OC 1-(3-((4-((5-([1,2,4]triazolo[1,5-a]pyridin-6-yl)-2-methoxyphenyl)amino)-7-methoxy-quinazolin-6-yl)oxy)azetidin-1-yl)prop-2-en-1-one